N(=[N+]=[N-])[C@@H](C)[C@@H]1CN(CC1)C(=O)C=1C(=NC(=CC1C)C(F)(F)F)Cl ((S)-3-((S)-1-azidoethyl)pyrrolidin-1-yl)(2-chloro-4-methyl-6-(trifluoromethyl)pyridin-3-yl)methanone